Cl.C1(=CC=CC=C1)CCN PHENYLETHYLAMINE HYDROCHLORIDE